FC[C@H](C)NC(O[C@H]1C[C@H](CC1)C1=CC(=NN1)NC(CC=1C=NN(C1)C)=O)=O (1R,3S)-3-(3-{[(1-methyl-1H-pyrazol-4-yl)acetyl]-amino}-1H-pyrazol-5-yl)-cyclopentyl [(2S)-1-fluoro-propan-2-yl]carbamate